6-Bromo-N-(4-fluorobenzyl)-1-methyl-1,2-dihydro-3H-benzo[e]indole-3-carboximidamide 2,2,2-trifluoroacetic acid salt FC(C(=O)O)(F)F.BrC1=CC=CC=2C=3C(CN(C3C=CC21)C(NCC2=CC=C(C=C2)F)=N)C